O[C@@H]1[C@H](CCCC1)C=1NC(C2=C(N1)C(=NC(=C2)C2=CC=C(C=C2)C(F)(F)F)C=2C=NN(C2)C)=O ((1R,2S)-2-hydroxycyclohexyl)-8-(1-methyl-1H-pyrazol-4-yl)-6-(4-(trifluoromethyl)phenyl)pyrido[3,4-d]pyrimidin-4(3H)-one